CP(=O)(O)C(C(C(=O)O)=C=O)C (methyl-hydroxyphosphoryl)-2-carbonyl-butyric acid